ClC=1C=C(C=CC1N1C(=NC(=C1)C(C)(C)O)CC1=C(C=C(C=C1)F)Cl)C1=CC(=C(C(=C1)S(=O)(=O)C)CO)F 2-(1-(3-chloro-3'-fluoro-4'-(hydroxymethyl)-5'-(methylsulfonyl)bi-phenyl-4-yl)-2-(2-chloro-4-fluorobenzyl)-1H-imidazol-4-yl)propan-2-ol